C(C1=CC=CC=C1)SC1(CN(C1)C(=O)OC)C(=O)[O-] methyl 3-benzylsulfanylazetidine-1,3-dicarboxylate